CC(C=O)(C)C methyl-tert-butanone